BrC1=CC(N(C=C1OC1=C(C=CC=C1OC)OC)C)=O 4-bromo-5-(2,6-dimethoxyphenoxy)-1-methylpyridin-2(1H)-one